FC1(OC2=C(O1)C=CC(=C2)C(C)OC=2C=C(C=CC2)N2N=C(C1=C2N(CCC1)CC12CC(C1)(C2)C(=O)O)C(F)(F)F)F 3-[[1-[3-[1-(2,2-difluoro-1,3-benzodioxol-5-yl)ethoxy]phenyl]-3-(trifluoromethyl)-5,6-dihydro-4H-pyrazolo[3,4-b]pyridin-7-yl]methyl]bicyclo[1.1.1]pentane-1-carboxylic acid